C(C)(=O)O.C(C)(=O)O.C(CCCCCCCCCCC)(=O)NCCNC(CCCCCCCCCCC)=O dilauroyl-ethylenediamine diacetic acid